C(C(C)=O)=O 1,2-Propandione